4-butylene 2,5-furan-dicarboxylate O1C2=CC=C1C(=O)OCCCCOC2=O